methyl (S)-2-((2-((4-methoxybenzyl) oxy)-6'-oxo-3',6'-dihydro-[3,4'-bipyridin]-1'(2'H)-yl) methyl)-1-(oxetan-2-ylmethyl)-1H-benzo[d]imidazole-6-carboxylate COC1=CC=C(COC2=NC=CC=C2C=2CCN(C(C2)=O)CC2=NC3=C(N2C[C@H]2OCC2)C=C(C=C3)C(=O)OC)C=C1